C(C)(C)(C)OOC1(CCC(CC1)C(C)(C)C1CCC(CC1)(OOC(C)(C)C)OOC(C)(C)C)OOC(C)(C)C 2,2-bis(4,4-di-(tert-butylperoxy)cyclohexyl)propane